N1(CCCCCCC1)C1=C(N)C=CC=C1 2-(azocan-1-yl)aniline